C1=C(C=CC2=CC=CC=C12)CN1CC2N(C(CNC2=O)=O)CC1 8-[(naphthalen-2-yl)methyl]tetrahydro-2H-pyrazino[1,2-a]pyrazine-1,4(3H,6H)-dione